3-benzyl-2-((Z)-((E)-5-(6-chloro-3-methylbenzo[d]thiazol-2(3H)-ylidene)-3-ethyl-4-oxothiazolidin-2-ylidene)methyl)thiazol-3-ium chloride [Cl-].C(C1=CC=CC=C1)[N+]1=C(SC=C1)\C=C\1/S/C(/C(N1CC)=O)=C\1/SC2=C(N1C)C=CC(=C2)Cl